ethyl 2-(4-(tert-butyl) phenyl)-4-methyl-6-oxo-1,6-dihydropyrimidine-5-carboxylate C(C)(C)(C)C1=CC=C(C=C1)C=1NC(C(=C(N1)C)C(=O)OCC)=O